3-[1-(4-Fluoro-benzyl)-1H-pyrrolo[2,3-b]pyridin-2-yl]-N-[(S)-1-(4-fluoro-phenyl)-ethyl]-propionamide FC1=CC=C(CN2C(=CC=3C2=NC=CC3)CCC(=O)N[C@@H](C)C3=CC=C(C=C3)F)C=C1